CC1(OCC2(CO1)COC(OC2)(C(=O)O)C)C(=O)O 3,9-dimethyl-2,4,8,10-tetraoxaspiro[5.5]undecane-3,9-dicarboxylic acid